2-(Trifluoromethyl)-L-phenylalanine FC(C1=C(C[C@H](N)C(=O)O)C=CC=C1)(F)F